CC1(CC(CO1)C=1C=C2C(=CC=NC2=CC1)C(=O)N)C 6-(5,5-dimethyltetrahydrofuran-3-yl)quinoline-4-carboxamide